CN(C([C@H](CC(=O)O)N(C)C(=O)OCC1C2=CC=CC=C2C=2C=CC=CC12)=O)C (3S)-4-(dimethylamino)-3-[9H-fluoren-9-ylmethoxycarbonyl(methyl)amino]-4-oxo-butanoic acid